2-(dimethylamino)-N-(2-oxo-2-(phenylamino)ethyl)benzamide CN(C1=C(C(=O)NCC(NC2=CC=CC=C2)=O)C=CC=C1)C